OC(C)(C)C(C)(C)O.CC(=COB(O)O)C 2-methyl-1-propenylborate-pinacol